1-(4-chloro-2-methyl-pyrimidin-5-yl)-3-(6-fluoro-3-pyridinyl)urea ClC1=NC(=NC=C1NC(=O)NC=1C=NC(=CC1)F)C